ClC1=C(C=CC=C1NC1=CC=CC2=CC=CC=C12)[C@@]1(CC(N(C(N1)=N)C1CCOCC1)=O)C (6S)-6-[2-Chloro-3-(1-naphthyl-amino)phenyl]-2-imino-6-methyl-3-(tetrahydropyran-4-yl)hexahydropyrimidin-4-one